N[C@H](C(=O)OC(C)(C)C)CCC(=O)NCCNC(=O)OC(C)(C)C tert-butyl (2S)-2-amino-5-[2-(tert-butoxycarbonylamino)ethylamino]-5-oxo-pentanoate